OC(=O)CCCC[C@@H]1S(=O)(=O)C[C@@H]2NC(=O)N[C@H]12 biotine sulfone